6-(3-(1-((1R,3S,4S,5S)-4-fluoro-1-methyl-9-azabicyclo[3.3.1]nonan-3-yl)vinyl)-1,2,4-triazin-6-yl)isoquinolin-7-ol F[C@H]1[C@@H](C[C@]2(CCC[C@@H]1N2)C)C(=C)C=2N=NC(=CN2)C=2C=C1C=CN=CC1=CC2O